5-[5-(2-methoxy-2-methyl-propyl)-[1,2,4]oxadiazol-3-yl]-pyridin COC(CC1=NC(=NO1)C=1C=CC=NC1)(C)C